3-chloro-4-methylbenzene ClC=1C=CC=CC1C